FC(S(=O)(=O)OC=1C2=C(N=C(N1)SC)CC(OC2)C2=C(C(=CC(=C2C(F)(F)F)C)N(CC2=CC=C(C=C2)OC)CC2=CC=C(C=C2)OC)F)(F)F 7-(3-(bis(4-methoxybenzyl)amino)-2-fluoro-5-methyl-6-(trifluoromethyl)phenyl)-2-(methylthio)-7,8-dihydro-5H-pyrano[4,3-d]pyrimidin-4-yl trifluoromethanesulfonate